(1-oxo-5-(1,2,3,6-tetrahydropyridin-4-yl)isoindolin-2-yl)piperidine-2,6-dione Methyl-4-({2-amino-4-chloro-5H-pyrrolo[3,2-d]pyrimidin-5-yl}methyl)-3-methoxybenzoate COC(C1=CC(=C(C=C1)CN1C=CC=2N=C(N=C(C21)Cl)N)OC)=O.O=C2N(CC1=CC(=CC=C21)C=2CCNCC2)N2C(CCCC2=O)=O